9,10-dimethoxy-anthracene-2-carboxylic acid methyl ester COC(=O)C1=CC2=C(C3=CC=CC=C3C(=C2C=C1)OC)OC